(5S*,8S*)-N-(2,4-dichlorobenzyl)-5-fluoro-8-(hydroxymethyl)-8-(2-nitrophenylsulfonamido)-5,6,7,8-tetrahydroquinoline-5-carboxamide ClC1=C(CNC(=O)[C@]2(C=3C=CC=NC3[C@](CC2)(NS(=O)(=O)C2=C(C=CC=C2)[N+](=O)[O-])CO)F)C=CC(=C1)Cl |o1:7,14|